2-isopropyl-1,3-bis(8-phenylnaphthalen-1-yl)-1,3-dihydrobenzo[d][1,3,2]diazaphosphole 2-oxide C(C)(C)P1(N(C2=C(N1C1=CC=CC3=CC=CC(=C13)C1=CC=CC=C1)C=CC=C2)C2=CC=CC1=CC=CC(=C21)C2=CC=CC=C2)=O